The molecule is an N-glycosylpyridine that is the N-alpha-D-glucosiduronyl derivative of (S)-nicotine. It has a role as a metabolite. It is a N-glycosylpyridine and an iminium betaine. It derives from a (S)-nicotine. CN1CCC[C@H]1C2=C[N+](=CC=C2)[C@@H]3[C@@H]([C@H]([C@@H]([C@H](O3)C(=O)[O-])O)O)O